CC=1[C@@H]([C@]2(CCCC([C@@H]2CC1)(C)C)C)CCO |r| 2-((1SR,4aSR,8aSR)-2,5,5,8a-tetramethyl-1,4,4a,5,6,7,8,8a-octahydronaphthalen-1-yl)ethan-1-ol